CC1=NOC(=C1C1=CSC2=C1N=CN=C2N[C@H](CN2CCN(CC2)C(=O)OC(C)(C)C)C)C tert-butyl 4-[(2S)-2-[[7-(3,5-dimethyl-1,2-oxazol-4-yl)thieno[3,2-d]pyrimidin-4-yl]amino]propyl]piperazine-1-carboxylate